2-chloro-6-(3-cyclopropoxy-1H-pyrazol-1-yl)pyridine-3-carboxylic acid ClC1=NC(=CC=C1C(=O)O)N1N=C(C=C1)OC1CC1